ClC1=CC=C(C=C1)C1CC(=NN1S(=O)(=O)C1=CC=C(C=C1)F)C1=CC=C(C=C1)C 5-(4-chlorophenyl)-1-((4-fluorophenyl)sulfonyl)-3-(p-tolyl)-4,5-dihydro-1H-pyrazole